N1C(=O)NC(=O)C(C)=C1 anti-thymine